N1(CCCC1)C(=O)C1=CC=CC=C1 (pyrrolidin-1-yl)(phenyl)methanone